(S)-2-(4-(6-((5-cyclopropyl-1,3,4-thiadiazol-2-yl)methoxy)pyridin-2-yl)-2,5-difluorobenzyl)-1-(oxetan-2-ylmethyl)-1H-benzo[d]imidazole-6-carboxylic acid C1(CC1)C1=NN=C(S1)COC1=CC=CC(=N1)C1=CC(=C(CC2=NC3=C(N2C[C@H]2OCC2)C=C(C=C3)C(=O)O)C=C1F)F